(2-(Isoindoline-2-carbonyl)-6-((2-methoxyphenyl)amino)pyridin-4-yl)carbamic acid tert-butyl ester C(C)(C)(C)OC(NC1=CC(=NC(=C1)NC1=C(C=CC=C1)OC)C(=O)N1CC2=CC=CC=C2C1)=O